ClC=1C=C2C(=C(\C(\C2=CC1)=C/C1=CC=C(C=C1)OC1=CC=C(C=C1)CC)C)CC(=O)O (E)-2-(5-Chloro-1-(4-(4-ethylphenoxy)benzylidene)-2-methyl-1H-inden-3-yl)acetic acid